C(C)OC([C@H](C)Cl)=O.C(C)[Si](C1=CC=C(C=C1)[Si](O)(O)CC)(O)O 1,4-bis(ethyl-dihydroxysilyl)benzene Ethyl-(S)-2-chloropropionate